4-formyl-5-methoxy-6-methyl-1,3-phenylenebis(4-methylbenzenesulfonate) C(=O)C1=C(C=C(C(=C1OC)C)C1=C(C=CC(=C1)C)S(=O)(=O)[O-])C1=C(C=CC(=C1)C)S(=O)(=O)[O-]